2-(5-(3-(benzyloxy)-1H-pyrazol-5-yl)-1H-imidazol-1-yl)propan-1-ol C(C1=CC=CC=C1)OC1=NNC(=C1)C1=CN=CN1C(CO)C